2-(3-fluoro-2-hydroxyphenyl)-4,5-dihydrothiazole-4-carbaldehyde FC=1C(=C(C=CC1)C=1SCC(N1)C=O)O